ethyl 2-(2-oxo-5-(2-oxoethyl)-4-(trifluoromethyl)pyridin-1(2H)-yl)pentanoate O=C1N(C=C(C(=C1)C(F)(F)F)CC=O)C(C(=O)OCC)CCC